BrC1=C(C=CC(=C1)Cl)NC=O N-(2-bromo-4-chlorophenyl)carboxamide